CC1=CC=C(C(=O)Cl)C=C1 4-methylbenzoic acid, chloride